BrC=1C(=CC2=C(N(C=N2)C2=NC(=C(C=C2)C(F)F)N2N=C(C=C2C)C#N)C1)NC(=O)NC=1N=NC(=CC1)C 6-bromo-1-[6-(3-cyano-5-methyl-pyrazol-1-yl)-5-(difluoromethyl)-2-pyridyl]benzimidazol-5-yl-3-(6-methylpyridazin-3-yl)urea